C(C)C(CC1=C(C=CC=C1)OP(O)(O)=O)CCCC 2-ethylhexyl-phenyl-phosphoric acid